2-(6-bromohexyl) ethylene oxide BrCCCCCCC1CO1